2-[(3S,5R)-5-(2,3-dichloro-6-hydroxyphenyl)pyrrolidin-3-yl]-3-hydroxypropanamide ClC1=C(C(=CC=C1Cl)O)[C@H]1C[C@H](CN1)C(C(=O)N)CO